N2,N4-bis(2-(methylthio)phenyl)-5-(trifluoromethyl)pyrimidine-2,4-diamine CSC1=C(C=CC=C1)NC1=NC=C(C(=N1)NC1=C(C=CC=C1)SC)C(F)(F)F